N1-((3-((1H-1,2,4-triazol-1-yl)methyl)oxetan-3-yl)methyl)-N4-(2-chloro-4-fluorophenyl)-2-methylbenzene-1,4-diamine N1(N=CN=C1)CC1(COC1)CNC1=C(C=C(C=C1)NC1=C(C=C(C=C1)F)Cl)C